Trans-1-tert-butyl-N-{[3-(4-{[(1s,4s)-4-fluorocyclohexyl]amino}-1-(2,2,2-trifluoroethyl)-1H-indol-2-yl)-1,2,4-oxadiazol-5-yl]methyl}-1H-pyrrole-3-carboxamide C(C)(C)(C)N1C=C(C=C1)C(=O)NCC1=NC(=NO1)C=1N(C2=CC=CC(=C2C1)N[C@@H]1CC[C@H](CC1)F)CC(F)(F)F